6-(4-fluorophenyl)pyrazine-2-amine FC1=CC=C(C=C1)C1=CN=CC(=N1)N